N-methyl-2-{[4-(3-phenyl-1H-pyrrolo[3,2-b]pyridin-2-yl)pyridin-3-yl]oxy}ethan-1-amine CNCCOC=1C=NC=CC1C1=C(C2=NC=CC=C2N1)C1=CC=CC=C1